1-((8-((3'-(3-((carboxymethyl)amino)propoxy)-2,2'-dimethyl-[1,1'-biphenyl]-3-yl)amino)-1,7-naphthyridin-3-yl)methyl)piperidine-2-acetic acid C(=O)(O)CNCCCOC=1C(=C(C=CC1)C1=C(C(=CC=C1)NC=1N=CC=C2C=C(C=NC12)CN1C(CCCC1)CC(=O)O)C)C